4-(4-(hydroxymethyl)thiazol-2-yl)-N,N-dimethylbenzamide OCC=1N=C(SC1)C1=CC=C(C(=O)N(C)C)C=C1